OCC1N(CC1)C(=O)C1=CC=C2C(=CC(=NC2=C1)C1=CC=C(C=C1)C(F)(F)F)OC (2-(hydroxymethyl)azetidin-1-yl)(4-methoxy-2-(4-(trifluoromethyl)phenyl)quinolin-7-yl)methanone